BrC1=C(C=C(C=C1C)CBr)F 2-bromo-5-(bromomethyl)-1-fluoro-3-methyl-benzene